BrC1=CC(=C(C(=C1)Cl)NC(=O)N[C@@H](C)C=1N(N=CN1)C1=NC=CC=N1)Cl 1-(4-bromo-2,6-dichloro-phenyl)-3-[(1S)-1-(2-pyrimidin-2-yl-1,2,4-triazol-3-yl)ethyl]urea